C(C1=CC=CC=C1)N1C(OC(C2=C1C=C(C=C2)Cl)=O)=O 1-benzyl-7-chloro-2,4-dihydro-1H-3,1-benzo-oxazine-2,4-dione